[N+](=O)([O-])C1=CC2=C(NC(=N2)C(=O)N)C=C1 5-nitro-1H-benzimidazole-2-carboxamide